C1(CC1)N1N=C(C=C1)CO (1-cyclopropyl-1H-pyrazol-3-yl)methanol